3-methyl-4-phenyl-1H-1,2,4-triazol-5(4H)-one CC1=NNC(N1C1=CC=CC=C1)=O